C(C1=CC=CC=C1)OC1=C2C[C@H]([C@@H](OC2=CC(=C1)OCC1=CC=CC=C1)C1=C(C=C(C(=C1)OCC1=CC=CC=C1)OCC1=CC=CC=C1)C)O (2S,3R)-5,7-bis(benzyloxy)-2-(4,5-bis(benzyloxy)-2-methylphenyl)chroman-3-ol